N1=C(C=CC=C1)C1CC(CCCCCCCC1)=O pyridylcycloundecan-3-one